sulfobiphenyl S(=O)(=O)(O)C1=C(C=CC=C1)C1=CC=CC=C1